E,E-9,11-Tetradecadienyl acetate C(C)(=O)OCCCCCCCC\C=C\C=C\CC